2'-((5-((R)-2-Aminobutan-2-yl)-8-(((2R,4R)-4-(methylsulfonyl)pentan-2-yl)oxy)-2,7-naphthyridin-3-yl)amino)-7',7'-dimethyl-5'H,7'H-spiro[cyclopropane-1,8'-pyrano[4,3-b]pyridin]-5'-one N[C@](C)(CC)C1=C2C=C(N=CC2=C(N=C1)O[C@H](C)C[C@@H](C)S(=O)(=O)C)NC1=CC=C2C(=N1)C1(C(OC2=O)(C)C)CC1